2-(1-(1-(4-methoxybenzyl)-6-oxo-5-(trifluoromethyl)-1,6-dihydropyridazin-3-yl)isoindolin-2-yl)acetic acid COC1=CC=C(CN2N=C(C=C(C2=O)C(F)(F)F)C2N(CC3=CC=CC=C23)CC(=O)O)C=C1